4-(2-acryloyl-2,6-diazaspiro[3.4]octan-6-yl)-6-(6-methyl-1H-indazol-7-yl)pyrimidine-5-carbonitrile C(C=C)(=O)N1CC2(C1)CN(CC2)C2=NC=NC(=C2C#N)C=2C(=CC=C1C=NNC21)C